(S)-N-(4-(11-(3-aminopyrrolidin-1-yl)-7,8,9,10-tetrahydro-6H-cyclohepta[b]quinolin-2-yl)pyridin-2-yl)cyclopentanecarboxamide hydrochloride Cl.N[C@@H]1CN(CC1)C1=C2C(=NC3=CC=C(C=C13)C1=CC(=NC=C1)NC(=O)C1CCCC1)CCCCC2